2-(5-(8-phenyl-7,8-dihydro-6H-pyrrolo[2',1':2,3]imidazo[4,5-b]pyridin-2-yl)pyrimidin-2-yl)propan-2-ol C1(=CC=CC=C1)C1CCC2=NC=3C(=NC(=CC3)C=3C=NC(=NC3)C(C)(C)O)N21